COC1=NC=CC(=C1C1=CN(C2=NC(=CC=C21)N)COCC[Si](C)(C)C)OC 3-(2,4-dimethoxypyridin-3-yl)-1-((2-(trimethylsilyl)ethoxy)methyl)-1H-pyrrolo[2,3-b]pyridin-6-amine